trans-N-(5-(7'-Fluoro-3-(4-fluorophenyl)-3'-methyl-2'-oxo-2',3'-dihydrospiro[cyclobutane-1,1'-pyrrolo[2,3-c]quinolin]-8'-yl)-2-(2-(isopropylamino)ethoxy)pyridin-3-yl)methanesulfonamide FC=1C(=CC=2C3=C(C=NC2C1)N(C(C31CC(C1)C1=CC=C(C=C1)F)=O)C)C=1C=C(C(=NC1)OCCNC(C)C)NS(=O)(=O)C